C(C)N1[C@H](CCC1)CNC(C1=C(C=C(C(=C1)S(=O)(=O)CC)N)OC)=O (R)-(+)-N-(1-ethyl-2-pyrrolidinylmethyl)-2-methoxy-4-amino-5-ethylsulphonylbenzamide